BrC=1C(=C(SC1)C=O)C=O 4-BROMO-2,3-THIOPHENEDICARBOXALDEHYDE